BrC(=C(Cl)C1=CC=C(C=C1)F)Br 1-(2,2-dibromo-1-chlorovinyl)-4-fluorobenzene